C(C)(=O)OCC1OC(OC1)(CC(C)C)C 2-methyl-2-isobutyl-1,3-dioxolane-4-methanol acetate